C(CCCCCCCCCCCCC)S(=O)(=O)[O-].[Na+] Sodium tetradecanesulfonate